ClC=1C=C(C=CC1F)N(C(=O)C1CC(=NN1C1=NC(=CC(=C1)C(F)(F)F)C)C(=O)N1CCC(CC1)N1CCOCC1)C N-(3-chloro-4-fluorophenyl)-N-methyl-1-(6-methyl-4-(trifluoromethyl)pyridin-2-yl)-3-(4-morpholinopiperidine-1-carbonyl)-4,5-dihydro-1H-pyrazole-5-carboxamide